Ethyl (Z)-2-(4-(3-methylbenzyl)-2-((4-methylcyclohexyl)imino)-5-oxo-2,5-dihydrofuran-3-yl)acetate CC=1C=C(CC2=C(/C(/OC2=O)=N/C2CCC(CC2)C)CC(=O)OCC)C=CC1